(2R,4S)-2-isopropyl-1-methyl-4-piperidinol C(C)(C)[C@@H]1N(CC[C@@H](C1)O)C